C1(CC1)N=S1(C(CCC1)(C1=NC(=NC(=C1)N1[C@@H](COCC1)C)C1=C2C(=NC=C1)NC=C2)C)=O 1-(cyclopropylimino)-2-methyl-2-(6-((R)-3-methylmorpholino)-2-(1H-pyrrolo[2,3-b]pyridin-4-yl)pyrimidin-4-yl)tetrahydro-1H-1λ6-thiophene 1-oxide